CN1C(N(C(C(=C1)C(=O)N)=O)C)=O 1,3-dimethyl-2,4-diOxo-1,2,3,4-tetrahydropyrimidine-5-carboxamide